FC(C)(F)C1=NC(=CC(=N1)NC1=CC(=NC=C1C)NC(C)=O)C N-(4-((2-(1,1-difluoroethyl)-6-methylpyrimidin-4-yl)amino)-5-methylpyridin-2-yl)acetamide